CN(CCC1(C(C=C(C=C1)NC=1N=C(C2=C(N1)NC=C2)C2=CN(C1=CC=CC=C21)C)F)NCC)C 1-(2-(dimethylamino)ethyl)-N1-ethyl-2-fluoro-N4-(4-(1-methyl-1H-indol-3-yl)-7H-pyrrolo[2,3-d]pyrimidin-2-yl)benzene-1,4-diamine